CC1=CC(=NN1)NC=1C2=C(N=C(N1)NC1CC3CCCC(C1)N3C(=O)OC(C)(C)C)SC=C2 Tert-butyl (3-exo)-3-((4-((5-methyl-1H-pyrazol-3-yl) amino) thieno[2,3-d]pyrimidin-2-yl) amino)-9-azabicyclo[3.3.1]nonane-9-carboxylate